NC1=NC(=NC=2N1N=C(N2)C=2OC=CC2)NCCC2=CC=C(C=N2)NS(=O)(=O)C=2C=C(C(=C(C(=O)N)C2)O)Cl 5-(N-(6-(2-((7-amino-2-(furan-2-yl)-[1,2,4]triazolo[1,5-a][1,3,5]triazin-5-yl)amino)ethyl)pyridin-3-yl)sulfamoyl)-3-chloro-2-hydroxybenzamide